3-[[(1R)-1-(3,6-dimethyl-4-oxo-2-phenyl-benzopyran-8-yl)ethyl]amino]pyridine-2-carboxylic acid tert-butyl ester C(C)(C)(C)OC(=O)C1=NC=CC=C1N[C@H](C)C1=CC(=CC=2C(C(=C(OC21)C2=CC=CC=C2)C)=O)C